CC(C=CCCC=CCCCCO)(C)C trimethyl-5,9-undecadienol